OCC1(CCC(CC1)C)C(=O)O 1-(Hydroxymethyl)-4-Methylcyclohexane-1-Carboxylic Acid